1,2,3,4-butanetetracarboxylic acid, 2,2,6,6-tetramethyl-4-piperidinyl ester C(C(C(CC(=O)[O-])C(=O)[O-])C(=O)[O-])C(=O)OC1CC(NC(C1)(C)C)(C)C